[N+](=O)([O-])C1=CC=C(C=C1)C(=NO)C1=CC=C(C=C1)[N+](=O)[O-] 4-nitrophenyl ketoxime